CN(C)[C@H](C1=CC=CC=C1)CCOC1=CC2=CC=CC=C2C=C1 (S)-N,N-dimethyl-alpha-[2-(2-naphthoxy)ethyl]benzylamine